N(=NC(C(=O)NC(C)(CO)CO)(C)C)C(C(=O)NC(C)(CO)CO)(C)C 2,2'-azobis{2-methyl-N-[1,1-bis(hydroxy-methyl)ethyl]propionamide}